BrC1=CC=C(C=C1)NC(CN1N=C(C(=C(C1=O)CC1=CC(=CC=C1)OC)C1=CC=CC=C1)C)=O N-(4-bromophenyl)-5-[(3-methoxyphenyl)methyl]-3-methyl-6-oxo-4-phenyl-1(6H)-pyridazinacetamide